1-chloro-4-(4-methoxyphenyl)-3-buten-2-one ClCC(C=CC1=CC=C(C=C1)OC)=O